1-[3(R)-[4-amino-3-(4-phenoxyphenyl)-1H-pyrrolo[3,4-d]pyrimidin-1-yl]piperidin-1-yl]-2-propen-1-one NC1=C2C(N(CN1C1=CC=C(C=C1)OC1=CC=CC=C1)[C@H]1CN(CCC1)C(C=C)=O)=CN=C2